tert-butyl 4-(3-bromopyrazolo[1,5-a]pyridin-6-yl)piperidine-1-carboxylate BrC=1C=NN2C1C=CC(=C2)C2CCN(CC2)C(=O)OC(C)(C)C